N-(3-fluoro-4-(piperidin-4-yl)phenyl)-4-(3-phenylisoxazolidin-2-yl)-5-(trifluoromethyl)pyrimidin-2-amine FC=1C=C(C=CC1C1CCNCC1)NC1=NC=C(C(=N1)N1OCCC1C1=CC=CC=C1)C(F)(F)F